C(C)(C)N1C2=NC(=NC(=C2N=C1)NCC=1C(=NC=CC1)C1=CC=NN1C(C)C)N1CCC(CC1)NC(OC(C)(C)C)=O tert-butyl (1-(9-isopropyl-6-(((2-(1-isopropyl-1H-pyrazol-5-yl)pyridin-3-yl)methyl)amino)-9H-purin-2-yl)piperidin-4-yl)carbamate